[U].[Cu] copper-uranium